(ethoxymethoxy)-2-fluoro-4-(4-(((cis)-3-hydroxy-3-methylcyclobutyl)amino)phthalazin-1-yl)benzaldehyde C(C)OCOC=1C(=C(C=O)C=CC1C1=NN=C(C2=CC=CC=C12)NC1CC(C1)(C)O)F